C(C1=CC=CC=C1)OC1=NC=CC=2CCCC(C12)=C 1-(benzyloxy)-8-methylene-5,6,7,8-tetrahydroisoquinoline